C(C)(C)C1=C(C=CC=C1)C1N(CCC1)C1CC2(C1)CCNCC2 2-(2-(2-isopropylphenyl)pyrrolidin-1-yl)-7-azaspiro[3.5]Nonane